C(C1=CC=CC=C1)N1S(C2=C(C3=C1C=C(C=C3)O)C=CC(=C2)O)(=O)=O 6-benzyl-3,8-dihydroxy-6H-dibenzo[c,e][1,2]Thiazine 5,5-dioxide